(4aR,5aR)-3-bromo-2-(5-fluoropyridin-2-yl)-4,4a,5,5a-tetrahydrocyclopropa[4,5]pyrrolo[1,2-b]pyrazole BrC1=C2N(N=C1C1=NC=C(C=C1)F)[C@H]1[C@@H](C2)C1